8-Methyl-3-(1-(9-(tetrahydro-2H-pyran-2-yl)-9H-purin-6-ylamino)ethyl)-2-o-tolyl-isoquinolin-1(2H)-one CC=1C=CC=C2C=C(N(C(C12)=O)C1=C(C=CC=C1)C)C(C)NC1=C2N=CN(C2=NC=N1)C1OCCCC1